OCCOCCOCCOCCOCCOCCOCCOCCOCCOCCC(=O)OC(C)(C)C tert-butyl 1-hydroxy-3,6,9,12,15,18,21,24,27-nonaoxatriacontan-30-oate